C(CCC)ONC([O-])=O N-butoxycarbamate